FC=1C=C(C=CC1F)NC(=O)C=1N(C(=C2C(NC3C(OC21)CN(CC3)S(=O)(=O)C)=O)C)C N-(3,4-difluorophenyl)-1,2-dimethyl-6-(methylsulfonyl)-10-oxo-4a,5,6,7,8,8a,9,10-octahydro-2H-pyrido[3,4-b]pyrrolo[3,4-f][1,4]oxazepine-3-carboxamide